COCC(=O)NC1=NC=CC(=C1)OC1=CC=C(C2=CC=CC=C12)NC(=O)NC=1N(N=C(C1)C(C)(C)C)C1=CC=C(C=C1)C 2-methoxy-1-[4-(4-{3-[5-(tert-butyl)-2-(p-tolyl)-2H-pyrazol-3-yl]ureido}-1-naphthyloxy)-2-pyridylamino]-1-ethanone